5-((1R,5S,6r)-3-((tert-butyldiphenylsilyl)oxy)bicyclo[3.1.0]hexan-6-yl)-1-isopropyl-1H-1,2,4-triazol-3-amine [Si](C1=CC=CC=C1)(C1=CC=CC=C1)(C(C)(C)C)OC1C[C@H]2C([C@H]2C1)C1=NC(=NN1C(C)C)N